BrC=1C=CC2=C(N(C(CC(=C2)C(=O)OC)=O)CC2=CC(=C(C=C2)C)F)C1 methyl 8-bromo-1-(3-fluoro-4-methylbenzyl)-2-oxo-2,3-dihydro-1H-benzo[b]azepine-4-carboxylate